3,4-dimethyl-8-[3-(3-pyridyloxy)azetidin-1-yl]pyrimido[4',5':4,5]thieno[2,3-c]pyridazine CC1=C(C2=C(N=N1)SC1=C2N=CN=C1N1CC(C1)OC=1C=NC=CC1)C